O=C1NC(CCC1N1C(C2=CC=C(C=C2C1=O)N1CCC2(CN(C2)CC(=O)O)CC1)=O)=O 2-[7-[2-(2,6-dioxo-3-piperidinyl)-1,3-dioxo-isoindolin-5-yl]-2,7-diazaspiro[3.5]non-2-yl]acetic acid